3-cyano-1H-indol C(#N)C1=CNC2=CC=CC=C12